gold-tin-indium [In].[Sn].[Au]